tropate hydrobromide Br.C(C(CO)C1=CC=CC=C1)(=O)O